C(N)(=O)C1=NC(=C2NC=NC2=N1)N carbamoyladenine